O=CC(=O)[O-].[Zr].CC1=C(C(=CC(=C1)C)C)N1C=[N+](C=C1)C1=C(C=C(C=C1C)C)C 1,3-bis(2,4,6-trimethylphenyl)imidazolium zirconium oxoacetate